p-toluenesulfonic acid (2-hydroxyethyl) ester OCCOS(=O)(=O)C1=CC=C(C)C=C1